Phthalazine-8-carboxylic acid methyl ester COC(=O)C=1C=CC=C2C=NN=CC12